5-(1-((4-((4-((3,4-dichloro-2-fluorophenyl)amino)-7-methoxyquinazolin-6-yl)oxy)cyclohexyl)methyl)piperidin-4-yl)-2-(2,6-dioxopiperidin-3-yl)-6-fluoroisoindoline-1,3-dione ClC=1C(=C(C=CC1Cl)NC1=NC=NC2=CC(=C(C=C12)OC1CCC(CC1)CN1CCC(CC1)C=1C=C2C(N(C(C2=CC1F)=O)C1C(NC(CC1)=O)=O)=O)OC)F